tert-butyl 2-(7-chloro-4-oxo-2-(piperidin-1-ylmethyl)furo[2,3-d]pyridazin-5(4H)-yl)acetate ClC1=NN(C(C2=C1OC(=C2)CN2CCCCC2)=O)CC(=O)OC(C)(C)C